4,6-dimethyl-2H-1-benzopyran-2-one CC1=CC(OC2=C1C=C(C=C2)C)=O